OC[C@H](C1=CC=CC=C1)NC1=NC(=NC=C1C=1OC(=NN1)C1=NC=CC=C1)NC1=CC=C2C(NN(C2=C1)C)=O (S)-6-((4-((2-hydroxy-1-phenylethyl)amino)-5-(5-(pyridin-2-yl)-1,3,4-oxadiazol-2-yl)pyrimidin-2-yl)amino)-1-methyl-1,2-dihydro-3H-indazol-3-one